C(#N)C1=NC2=CC(=CC(=C2N=C1N1[C@H]2CC(C[C@@H]1CC2)C2=CC=NN2C)[C@@H](C)NC2=C(C(=O)O)C=CC=C2)C 2-(((1R)-1-(2-cyano-7-methyl-3-((1R,5S)-3-(1-methyl-1H-pyrazol-5-yl)-8-azabicyclo[3.2.1]octan-8-yl)quinoxalin-5-yl)ethyl)amino)benzoic acid